S-(furan-2-ylmethyl) methanethioate C(SCC=1OC=CC1)=O